(E)-3-(3-methylphenyl)-propenyl bromide CC=1C=C(C=CC1)C/C=C/Br